N-[5-[3-(3,3-dimethylbutoxy)phenyl]-4-(2-isopropylphenyl)thiazol-2-yl]-6-fluoro-pyridin-2-sulfonamide CC(CCOC=1C=C(C=CC1)C1=C(N=C(S1)NS(=O)(=O)C1=NC(=CC=C1)F)C1=C(C=CC=C1)C(C)C)(C)C